FC=1C=C(CC=2C=C3C(=CNC3=CC2)NC(C2=C(C=C(C=C2)N2CCN(CC2)C)NC2CCOCC2)=O)C=C(C1)F N-(5-(3,5-difluorobenzyl)-1H-indol-3-yl)-4-(4-methylpiperazin-1-yl)-2-((tetrahydro-2H-pyran-4-yl)amino)benzamide